N-(2-methoxyphenyl)-4-(2-(methylsulfonyl)phenoxy)-7-p-toluenesulfonyl-7H-pyrrolo[2,3-d]pyrimidin-2-amine COC1=C(C=CC=C1)NC=1N=C(C2=C(N1)N(C=C2)S(=O)(=O)C2=CC=C(C)C=C2)OC2=C(C=CC=C2)S(=O)(=O)C